OC1(CCCC1)C#CC=1C=C2C(=CC=NC2=CC1)SC(C(=O)O)C 2-((6-((1-hydroxycyclopentyl)ethynyl)quinolin-4-yl)thio)propanoic acid